9-(1-cyclopropyl-3-(2-fluoro-4-(trifluoromethoxy)benzyl)ureido)-N-methyl-2-oxa-7-azaspiro[4.5]decane-7-carboxamide C1(CC1)N(C(=O)NCC1=C(C=C(C=C1)OC(F)(F)F)F)C1CN(CC2(CCOC2)C1)C(=O)NC